(4r,4'r)-N-benzyl-2-(4,6-dimethoxypyrimidine-5-carboxamido)-N-methyl-7-(trifluoromethyl)spiro[chromeno[4,3-d]thiazole-4,1'-cyclohexane]-4'-carboxamide C(C1=CC=CC=C1)N(C(=O)C1CCC2(CC1)OC=1C=C(C=CC1C=1N=C(SC12)NC(=O)C=1C(=NC=NC1OC)OC)C(F)(F)F)C